O[C@H]1[C@@H](O)[C@@H](O)[C@@H](O)[C@H](O1)CO β-D-talopyranose